4-(3-(2-methoxy-6-methylpyridin-3-yl)pyrazolo[1,5-a]pyrimidin-5-yl)-1-(3,3,3-trifluoropropyl)pyridin-2(1H)-one COC1=NC(=CC=C1C=1C=NN2C1N=C(C=C2)C2=CC(N(C=C2)CCC(F)(F)F)=O)C